NCCC(=O)NC1CCC(CC1)N1C=CC2=CC=CC(=C12)C N-((1s,4s)-4-(3-aminopropanamido)cyclohexyl)-7-methyl-1H-indole